ethyl 2-(3-(5-amino-1H-indol-4-yl)phenyl)acetate hydrochloride Cl.NC=1C(=C2C=CNC2=CC1)C=1C=C(C=CC1)CC(=O)OCC